(2S,4r)-N-[2-[cyclohexyl-(ethyl)sulfamoyl]ethyl]-1-[(2S)-2-(4-cyclopropyltriazol-1-yl)-3,3-dimethyl-butyryl]-4-hydroxy-pyrrolidine-2-carboxamide C1(CCCCC1)N(S(=O)(=O)CCNC(=O)[C@H]1N(C[C@@H](C1)O)C([C@H](C(C)(C)C)N1N=NC(=C1)C1CC1)=O)CC